methyl 2-[(2's,4r)-6-chloro-2'-fluoro-1-oxo-spiro[3H-isoquinoline-4,1'-cyclopropane]-2-yl]acetate ClC=1C=C2C(=CC1)C(N(C[C@]21[C@H](C1)F)CC(=O)OC)=O